CCC1=C(C(=CC=C1)CC)N(COC)C(=O)C(=O)O The molecule is an oxo monocarboxylic acid that is oxoacetic acid substituted by a (2,6-diethylphenyl)(methoxymethyl)amino group at position 2. It is a metabolite of the herbicide alachlor. It has a role as a marine xenobiotic metabolite. It is an oxo monocarboxylic acid, an ether and an aromatic amide.